nitrogen phosphoramide P(=O)(N)(N)N.[N]